4-(4-Amino-7-((2R,3R,4R,5R)-3,4-bis((tert-butyldimethylsilyl)oxy)-5-(hydroxymethyl)tetrahydrofuran-2-yl)-7H-pyrrolo[2,3-d]pyrimidin-5-yl)benzonitrile NC=1C2=C(N=CN1)N(C=C2C2=CC=C(C#N)C=C2)[C@@H]2O[C@@H]([C@H]([C@H]2O[Si](C)(C)C(C)(C)C)O[Si](C)(C)C(C)(C)C)CO